2-bromo-N-(5-(2-(6-(hydroxymethyl)-2,2-dimethylmorpholino)acetamido)-2-methylpyridin-3-yl)pyrazolo[5,1-b]thiazole-7-carboxamide BrC1=CN2C(S1)=C(C=N2)C(=O)NC=2C(=NC=C(C2)NC(CN2CC(OC(C2)CO)(C)C)=O)C